CC1=CC=C(C=C1)C(C1(C(C(C(C2(C3C(=C4C=5C=CC=CC5CC4=C21)C=CCC3)C)(C)C)(C)C)(C)C)C)(C3C=CC=C3)C3=CC=C(C=C3)C bis(4-methylphenyl)(cyclopentadienyl)(octamethyloctahydrodibenzofluorenyl)methane